O[C@@H](CCCCC(=O)[O-])CCCl (S)-6-hydroxy-8-chlorooctanoate